5-fluoro-N-((3-iodobicyclo[1.1.1]pentan-1-yl)methyl)-2-methoxybenzamide FC=1C=CC(=C(C(=O)NCC23CC(C2)(C3)I)C1)OC